3-isopropyl-amino-1,2-propylene glycol C(C)(C)CC(C(N)O)O